((R)-2,2-difluorocyclopropyl)(3-(6-(1-(difluoromethyl)-1H-pyrazol-4-yl)pyrrolo[2,1-f][1,2,4]triazin-4-yl)-3,8-diazabicyclo[3.2.1]octan-8-yl)methanone FC1([C@H](C1)C(=O)N1C2CN(CC1CC2)C2=NC=NN1C2=CC(=C1)C=1C=NN(C1)C(F)F)F